N-(3-(2-amino-8-fluoroquinazolin-6-yl)-2,4-difluorophenyl)-6-chloro-1-hydroxy-2,3-dihydro-1H-indene-4-sulfonamide NC1=NC2=C(C=C(C=C2C=N1)C=1C(=C(C=CC1F)NS(=O)(=O)C=1C=2CCC(C2C=C(C1)Cl)O)F)F